Cl.N1CCNC(CC1)=O 1,4-diazacycloheptan-5-one hydrochloride